7-(tert-butyl)-3,11-bis(9H-carbazol-9-yl-d8)-5,9-bis(3'-(tris(phenyl-d5)silyl)-[1,1'-biphenyl]-2-yl-2',4',5',6'-d4)-5,9-dihydro-5,9-diaza-13b-boranaphtho[3,2,1-de]anthracene C(C)(C)(C)C=1C=C2N(C=3C=C(C=CC3B3C2=C(C1)N(C=1C=C(C=CC13)N1C3=C(C(=C(C(=C3C=3C(=C(C(=C(C13)[2H])[2H])[2H])[2H])[2H])[2H])[2H])[2H])C1=C(C=CC=C1)C=1C(=C(C(=C(C1[2H])[2H])[2H])[Si](C1=C(C(=C(C(=C1[2H])[2H])[2H])[2H])[2H])(C1=C(C(=C(C(=C1[2H])[2H])[2H])[2H])[2H])C1=C(C(=C(C(=C1[2H])[2H])[2H])[2H])[2H])[2H])N1C3=C(C(=C(C(=C3C=3C(=C(C(=C(C13)[2H])[2H])[2H])[2H])[2H])[2H])[2H])[2H])C1=C(C=CC=C1)C=1C(=C(C(=C(C1[2H])[2H])[2H])[Si](C1=C(C(=C(C(=C1[2H])[2H])[2H])[2H])[2H])(C1=C(C(=C(C(=C1[2H])[2H])[2H])[2H])[2H])C1=C(C(=C(C(=C1[2H])[2H])[2H])[2H])[2H])[2H]